4-ethyl-6-fluoro-N-methyl-1H-indole-2-carboxamide C(C)C1=C2C=C(NC2=CC(=C1)F)C(=O)NC